BrC1=NN2C(N(C(=C(C2=O)N2CCN(CC2)C(=O)OC(C)(C)C)CC)CC(NC2=CC=C(C=C2)S(F)(F)(F)(F)F)=O)=N1 tert-butyl 4-(2-bromo-5-ethyl-7-oxo-4-(2-oxo-2-((4-(pentafluoro-λ6-sulfaneyl)phenyl)amino)ethyl)-4,7-dihydro-[1,2,4]triazolo[1,5-a]pyrimidin-6-yl)piperazine-1-carboxylate